o-phenoxybenzoic acid O(C1=CC=CC=C1)C1=C(C(=O)O)C=CC=C1